C(C(C)C)(=O)OC1=C(C=C(C=C1)Cl)/C=N/C(C(C)C)O (E)-4-chloro-2-((1-hydroxy-2-methylpropyl-imino)meth-yl)phenyl isobutyrate